4-[4-(4-chloro-3-methyl-phenyl)-5-methyl-1H-pyrazol-3-yl]pyridine ClC1=C(C=C(C=C1)C=1C(=NNC1C)C1=CC=NC=C1)C